CC1=C(C(=CC=C1)C)NC(C)=O N-(2,6-dimethylphenyl)acetamide